ClC1=CC(=NC=C1COC)NC(C)=O N-(4-chloro-5-(methoxymethyl)pyridin-2-yl)acetamide